O=C1[C@@H](N(CO1)C(=O)O)CC=1C=NC=CC1 (S)-5-oxo-4-(pyridin-3-ylmethyl)oxazolidine-3-carboxylic acid